C1(=CC=CC=C1)N(C1=C(C#N)C(=C(C(=C1C#N)N(C1=CC=CC=C1)C1=CC=CC=C1)N(C1=CC=CC=C1)C1=CC=CC=C1)N(C1=CC=CC=C1)C1=CC=CC=C1)C1=CC=CC=C1 2,4,5,6-Tetrakis(diphenylamino)isophthalonitrile